BrC1=CC(=NC=C1)CNC(=O)C1CC(C1)(F)F N-((4-bromopyridin-2-yl)methyl)-3,3-difluorocyclobutane-1-carboxamide